C[C@]12CC[C@H](CC2C(=CCC1)C)C(C)(C)O 2-[(2R,4aR)-4a,8-dimethyl-2,3,4,5,6,8a-hexahydro-1H-naphthalen-2-yl]prop-an-2-ol